4-(((1-(1-(3,3-dimethylbutanoyl)piperidin-4-yl)-1H-pyrazol-4-yl)methyl)amino)-2-(2,6-dioxopiperidin-3-yl)isoindoline-1,3-dione CC(CC(=O)N1CCC(CC1)N1N=CC(=C1)CNC1=C2C(N(C(C2=CC=C1)=O)C1C(NC(CC1)=O)=O)=O)(C)C